FC(CN(C1=NC=2N(C3=CC=C(C(=C13)F)F)C(=NN2)C)C2=CC(=CC(=C2)C#CC2(CC2)C(F)(F)F)F)F N-(2,2-difluoroethyl)-6,7-difluoro-N-(3-fluoro-5-((1-(trifluoromethyl)cyclopropyl)ethynyl)phenyl)-1-methyl-[1,2,4]triazolo[4,3-a]quinazolin-5-amine